methyl 2-(tert-butoxycarbonylamino)-4,8-difluoro-3,5,6,7-tetrahydrocyclopenta[f]benzimidazole-6-carboxylate C(C)(C)(C)OC(=O)NC=1NC2=C(N1)C(=C1C(=C2F)CC(C1)C(=O)OC)F